BrC=1C=C2C(C(NC2=CC1)=O)(F)F 5-bromo-3,3-difluoroindol-2-one